B(O)(O)O.B(O)(O)O boric acid (borate)